(2R)-3-{1-[(tert-butoxy)carbonyl]-1H-pyrrolo[2,3-c]pyridin-3-yl}-2-({[(9H-fluoren-9-yl)methoxy]carbonyl}amino)propanoic acid C(C)(C)(C)OC(=O)N1C=C(C=2C1=CN=CC2)C[C@H](C(=O)O)NC(=O)OCC2C1=CC=CC=C1C=1C=CC=CC21